(2R)-5-[7-fluoro-1-oxo-6-[5-(trifluoromethyl)pyrimidin-2-yl]-2-isoquinolyl]-2-[[6-oxo-5-(trifluoromethyl)-1-(2-trimethylsilylethoxymethyl)pyridazin-4-yl]amino]pentanamide FC1=C(C=C2C=CN(C(C2=C1)=O)CCC[C@H](C(=O)N)NC=1C=NN(C(C1C(F)(F)F)=O)COCC[Si](C)(C)C)C1=NC=C(C=N1)C(F)(F)F